calcium acrylamide C(C=C)(=O)N.[Ca]